ClC1=CC=C(C=C1)C1(CC(C1)(F)F)C(=O)C1=CC=C(C=N1)NC(OC(C)(C)C)=O tert-butyl (6-(1-(4-chlorophenyl)-3,3-difluorocyclobutane-1-carbonyl)pyridin-3-yl)carbamate